N-((1S)-((R)-3,3-difluorocyclohexyl)(6-(((5R)-2-oxo-5-(trifluoromethyl)piperidin-3-yl)methyl)imidazo[1,2-b]pyridazin-2-yl)methyl)-4-isopropyl-1,2,5-oxadiazole-3-carboxamide FC1(C[C@@H](CCC1)[C@H](NC(=O)C1=NON=C1C(C)C)C=1N=C2N(N=C(C=C2)CC2C(NC[C@@H](C2)C(F)(F)F)=O)C1)F